n-propyl 1-[[2-(4-chloro-2,6-dimethylphenyl)acetyl]amino]-4,4-dipropoxycyclohexanecarboxylate ClC1=CC(=C(C(=C1)C)CC(=O)NC1(CCC(CC1)(OCCC)OCCC)C(=O)OCCC)C